ClC=1C(=C(C=CC1)NCC(=O)N1[C@H]2CC([C@@H]([C@@H]1C(=O)N[C@H](C[C@@H]1C(NCC1)=O)\C=C(\S(=O)(=O)C)/F)CC2)(F)F)C (1R,3R,4R)-2-((3-chloro-2-methylphenyl)glycyl)-5,5-difluoro-N-((R,E)-4-fluoro-4-(methylsulfonyl)-1-((R)-2-oxopyrrolidin-3-yl)but-3-en-2-yl)-2-azabicyclo[2.2.2]octane-3-carboxamide